C1=CC=C2C(=C1)C=C(N2)/C=C/C(=O)O The molecule is an alpha,beta-unsaturated monocarboxylic acid that is acrylic acid in which one of the hydrogens at position 3 is replaced by an indol-2-yl group. It is an alpha,beta-unsaturated monocarboxylic acid and a member of indoles. It derives from an acrylic acid.